4-((3-(2,4-dioxotetrahydropyrimidin-1(2H)-yl)-4-methylphenoxy)methyl)benzaldehyde O=C1N(CCC(N1)=O)C=1C=C(OCC2=CC=C(C=O)C=C2)C=CC1C